ANETHOL C1(=CC=C(C=CC)C=C1)OC